2-(5-ethyl-7-oxo-6-(piperazin-1-yl)-2-(3,3a,4,6a-tetrahydro-1H-cyclopenta[c]furan-5-yl)-[1,2,4]triazolo[1,5-a]pyrimidin-4(7H)-yl)-N-(4-(pentafluoro-λ6-sulfaneyl)phenyl)acetamide C(C)C=1N(C=2N(C(C1N1CCNCC1)=O)N=C(N2)C=2CC1C(COC1)C2)CC(=O)NC2=CC=C(C=C2)S(F)(F)(F)(F)F